CN1C(N(C=2N=CN(C2C1=O)[C@H](C(=O)NC=1SC=C(N1)C=1C=NC(=NC1)C)C)C)=O (S)-2-(1,3-dimethyl-2,6-dioxo-1,2,3,6-tetrahydro-7H-purin-7-yl)-N-(4-(2-methylpyrimidin-5-yl)thiazol-2-yl)propanamide